O=C1C(=CN(C2=NC=CC=C12)C1=NC(=NS1)C1=NC=NC=C1)C(=O)O 4-oxo-1-[3-(pyrimidin-4-yl)-1,2,4-thiadiazol-5-yl]-1,4-dihydro-1,8-naphthyridine-3-carboxylic acid